[3-[6-(N-methylanilino)-3-pyridinyl]azetidin-1-yl]-[(3S)-3-(1H-triazol-5-yl)pyrrolidin-1-yl]methanone CN(C1=CC=CC=C1)C1=CC=C(C=N1)C1CN(C1)C(=O)N1C[C@H](CC1)C1=CN=NN1